N(=C=O)C(C)(C)C1=C(C2=CC=CC=C2C=C1)C(C)(N=C=O)C bis(1-Isocyanato-1-methylethyl)naphthalene